BrC1=CC=C2C(=N1)N(C=N2)C(C)C 5-bromo-3-isopropyl-3H-imidazo[4,5-b]pyridine